CS(=O)(=O)C=1C=C(C=CC1)CNC1=NC(=NC=C1C(F)(F)F)NC=1C=C2CCC(NC2=CC1)=O 3,4-Dihydro-6-[[4-[[[3-(methylsulfonyl)phenyl]methyl]amino]-5-(trifluoromethyl)-2-pyrimidinyl]amino]-2(1H)-quinolinone